(S)-N-(4-(3-aminopyrrolidin-1-yl)-2-methyl-1-(tetrahydro-2H-pyran-4-yl)-1H-benzo[d]imidazol-5-yl)-2-(2,6-difluorophenyl)-3-oxo-2,3-dihydropyridazine-4-carboxamide trifluoroacetate FC(C(=O)O)(F)F.N[C@@H]1CN(CC1)C1=C(C=CC=2N(C(=NC21)C)C2CCOCC2)NC(=O)C=2C(N(N=CC2)C2=C(C=CC=C2F)F)=O